C1(=CC=CC=C1)P(=O)(C1=C(C=CC=C1)C(C)N=C(C1=NC=CC=C1)C1=CC=CC=C1)C1=CC=CC=C1 N-(1-(2-(diphenylphosphinyl)phenyl)ethyl)-1-phenyl-1-(pyridin-2-yl)methanimine